4-[2,5-difluoro-4-[[1-(4-fluorophenyl)-6-methyl-2-oxopyridine-3-carbonyl]amino]phenoxy]-N,6-dimethylquinoline-7-carboxamide FC1=C(OC2=CC=NC3=CC(=C(C=C23)C)C(=O)NC)C=C(C(=C1)NC(=O)C=1C(N(C(=CC1)C)C1=CC=C(C=C1)F)=O)F